4-(aminomethyl)-N-[3-methylsulfanyl-1-[(4-phenylthiazol-2-yl)carbamoyl]propyl]benzamide trifluoroacetate salt FC(C(=O)O)(F)F.NCC1=CC=C(C(=O)NC(CCSC)C(NC=2SC=C(N2)C2=CC=CC=C2)=O)C=C1